[NH+]1=CC=CC=C1.[Zn+2] Zinc pyridinium